ClC=1C(=C(C=O)C(=C(C1OCF)C\C=C(\C=C\[C@@]1([C@H](/C(/CC[C@H]1C)=N/OCCN1CCOCC1)C)C)/C)O)C 3-chloro-4-(fluoromethoxy)-6-hydroxy-2-methyl-5-[(2E,4E)-3-methyl-5-[(1R,2R,3E,6R)-1,2,6-trimethyl-3-[[2-(morpholin-4-yl)ethoxy]imino]cyclohexyl]penta-2,4-dien-1-yl]benzaldehyde